7-cyano-N-[2-[(4,4-difluorocyclohexyl)amino]-1-(5-fluoro-3-pyridyl)-2-oxo-ethyl]-N-[4-(pentafluoro-λ6-sulfanyl)phenyl]-7-azabicyclo[2.2.1]heptane-1-carboxamide C(#N)N1C2(CCC1CC2)C(=O)N(C2=CC=C(C=C2)S(F)(F)(F)(F)F)C(C(=O)NC2CCC(CC2)(F)F)C=2C=NC=C(C2)F